3-n-octyl-7,7,9,9-tetramethyl-1,3,8-triazaspiro[4.5]decane-2,4-di-one C(CCCCCCC)N1C(NC2(C1=O)CC(NC(C2)(C)C)(C)C)=O